C(C)OC(C(CC)(NC(=O)C1=NC(=C(C=C1)N1CC(C1)OC)OC[C@H]1[C@@H](C1)COCF)CC)=O Ethyl-2-ethyl-2-{[6-({(1R,2R)-2-[(fluoromethoxy)methyl]cyclopropyl}methoxy)-5-(3-methoxyazetidin-1-yl)pyridin-2-carbonyl]amino}butanoat